CN(C)[Ti](C1C=CC=C1)(N(C)C)N(C)C trisdimethylaminocyclopentadienyltitanium